COC(=O)[C@@H]1C(NC2([C@H]1C1=CC=C(C=C1)OC)CCCC2)=O |r| (±)-trans-4-(4-methoxyphenyl)-2-oxo-1-azaspiro[4.4]nonane-3-carboxylic acid methyl ester